OC[C@H]1CC[C@@H](CO1)NC(OC(C)(C)C)=O Tert-butyl ((3S,6R)-6-(hydroxymethyl)tetrahydro-2H-pyran-3-yl)carbamate